BrC=1C2=C(C(N(C1)C1=CC(=CC=C1)C1(CC(C1)C)C1=NN=CN1C)=O)N(C(=C2)CN2C[C@H](CCC2)C)S(=O)(=O)C2=CC=C(C)C=C2 4-bromo-6-(3-((1s,3R)-3-methyl-1-(4-methyl-4H-1,2,4-triazol-3-yl)cyclobutyl)phenyl)-2-(((S)-3-methylpiperidin-1-yl)methyl)-1-tosyl-1,6-dihydro-7H-pyrrolo[2,3-c]pyridin-7-one